O=[V] mono-oxidovanadium